CN1CC2=CC=C(C=C2CC1)N 2-methyl-1,2,3,4-tetrahydroisoquinolin-6-amine